CCCCCCCCCCCCC(=O)O[C@H](COC(=O)CCCCCC/C=C\C/C=C\C/C=C\CCCCC)COP(=O)(O)OC[C@H](CO)O 1-(8Z,11Z,14Z-eicosatrienoyl)-2-tridecanoyl-glycero-3-phospho-(1'-sn-glycerol)